1-((5-((5-fluoropyridin-3-yl)methoxy)-7-((2-methyl-[1,1'-biphenyl]-3-yl)methoxy)-2,3-dihydro-1H-inden-4-yl)methyl)piperidine-2-carboxylic acid FC=1C=C(C=NC1)COC=1C(=C2CCCC2=C(C1)OCC=1C(=C(C=CC1)C1=CC=CC=C1)C)CN1C(CCCC1)C(=O)O